1-(6-((1-(4-(Difluoromethyl)phenyl)-4-methyl-1H-1,2,3-triazol-5-yl)methoxy)pyridazin-3-yl)-N-(2-fluoropyridin-3-yl)azetidine-3-carboxamide FC(C1=CC=C(C=C1)N1N=NC(=C1COC1=CC=C(N=N1)N1CC(C1)C(=O)NC=1C(=NC=CC1)F)C)F